(S)-N6-(1,5-dimethyl-1H-pyrazol-3-yl)-N1-methyl-4-(6-(2-methylmorpholino)-[1,2,4]triazolo[1,5-a]pyridin-2-yl)-2,7-naphthyridine-1,6-diamine CN1N=C(C=C1C)NC=1C=C2C(=CN=C(C2=CN1)NC)C1=NN2C(C=CC(=C2)N2C[C@@H](OCC2)C)=N1